(1S,3S,4S)-2-(2-(3-chlorophenyl)-2,2-difluoroacetyl)-5,5-difluoro-N-((S)-4-fluoro-3-oxo-1-((S)-2-oxopyrrolidin-3-yl)butan-2-yl)-2-azabicyclo[2.2.2]octane-3-carboxamide ClC=1C=C(C=CC1)C(C(=O)N1[C@@H]2CC([C@H]([C@H]1C(=O)N[C@@H](C[C@H]1C(NCC1)=O)C(CF)=O)CC2)(F)F)(F)F